C(CCC)OC(CCC(C)(OOC(C)(C)C)OOC(C)(C)C)=O.FC1=C(C(=O)N[C@@H](CO)CC2=CC=CC=C2)C=CN=C1 |r| fluoro-N-[(2RS)-1-hydroxy-3-phenylpropan-2-yl]isonicotinamide n-butyl-4,4-bis(t-butylperoxy)valerate